C1(CC1)N1C=CC2=NC(=CC(=C21)CN2CCCC2)C=2C=C1CN(C(C1=CC2)=O)C2C(NC(CC2)=O)=O 3-(5-(1-cyclopropyl-7-(pyrrolidin-1-ylmethyl)-1H-pyrrolo[3,2-b]pyridin-5-yl)-1-oxo-isoindolin-2-yl)piperidine-2,6-dione